OC1=C(C2=CC=CC=C2C=C1)CC1=CC(=CC=C1C#N)C (S)-1'-(2'-hydroxynaphthyl)-4,6-dimethylbenzonitrile